N1(CCSCC1)CC(=O)NC1=C(C(=O)NCC=2C=CC=C3C=NNC23)C=CC=C1 2-[2-(Thiomorpholinyl)acetamido]-N-[(1H-indazol-7-yl)methyl]benzamide